(6-bromonaphthalene-2-yl)phosphonate BrC=1C=C2C=CC(=CC2=CC1)P([O-])([O-])=O